(1-((3-methoxyphenyl)sulfonyl)piperidin-4-yl)carbamic acid benzyl ester C(C1=CC=CC=C1)OC(NC1CCN(CC1)S(=O)(=O)C1=CC(=CC=C1)OC)=O